C1(CC1)C#CC1=CC2=C(N=C(N=C2N)C)N=C1OC (R)-6-(cyclopropylethynyl)-7-methoxy-2-methylpyrido[2,3-d]pyrimidin-4-amine